(4-methylphenyl)oxirane CC1=CC=C(C=C1)C1OC1